CSC=1C=CC(=C(C1)B(O)O)O (5-methylthio-2-hydroxyphenyl)boronic acid